tert-butyl 4-(5-fluoro-3-methoxy-6-methyl-2-pyridyl)piperazine-1-carboxylate FC=1C=C(C(=NC1C)N1CCN(CC1)C(=O)OC(C)(C)C)OC